(methoxycarbonyl)-9H-pyrido[2,3-b]indole 1-oxide COC(=O)C1=CC=C2C(NC3=CC=CC=C23)=[N+]1[O-]